BrC1=NC=CC(=N1)CC(C=1N=CN(C1)C(C1=CC=CC=C1)(C1=CC=CC=C1)C1=CC=CC=C1)C1=C(C(=CC=C1)C)C 2-bromo-4-[2-(2,3-dimethylphenyl)-2-[1-(triphenylmethyl)imidazol-4-yl]ethyl]pyrimidine